4-(2-(6-iodopyridin-3-yl)acetamido)piperidine-1-carboxylic acid tert-butyl ester C(C)(C)(C)OC(=O)N1CCC(CC1)NC(CC=1C=NC(=CC1)I)=O